COC1=CC=C(C(=O)N2CCCC3=CC(=CC=C23)NS(=O)(=O)C2=C(C=C(C(=C2)F)C)OC)C=C1 N-4-Methoxybenzoyl-6-(2-methoxy-5-fluoro-4-methylbenzenesulfonamido)-1,2,3,4-tetrahydroquinoline